(1-[(4-(morpholin-4-yl)piperidin-1-yl)methyl]-5-(trifluoromethyl)-3-azabicyclo[3.1.0]hex-3-yl)quinoline-8-carbonitrile N1(CCOCC1)C1CCN(CC1)CC12CN(CC2(C1)C(F)(F)F)C1=NC2=C(C=CC=C2C=C1)C#N